ethyl 2-[(6-cyanopyridin-3-yl) methyl]-8-methyl-4,5-dihydro-2H-furo[2,3-g]indazole-7-carboxylate C(#N)C1=CC=C(C=N1)CN1N=C2C3=C(CCC2=C1)OC(=C3C)C(=O)OCC